FC=1C=C(C=C(C1C(C)C)F)C(NC(=O)C1N(CC(C1)F)C(CN1N=NN=C1)=O)C1=CC=CC=C1 N-{[3,5-difluoro-4-(propan-2-yl)phenyl](phenyl)methyl}-4-fluoro-1-[2-(1H-1,2,3,4-tetrazol-1-yl)acetyl]pyrrolidine-2-carboxamide